C(C(=C)C)(=O)OCCC[Si](OC)(C)C 3-methacryloxypropyldimethylmethoxysilane